N(=[N+]=[N-])CC1=CC=NC=C1C(=O)OC1=C(C(=CC(=C1F)F)F)F 2,3,5,6-tetrafluorophenyl 4-azidomethylnicotinate